4-benzylpiperazine-1-carboxamide C(C1=CC=CC=C1)N1CCN(CC1)C(=O)N